alpha-fluoromalonic acid dimethyl ester COC(C(C(=O)OC)F)=O